FC1=CC=C(C=C1)S(=O)(=O)NC=1C=C(C=NC1OC)C=1C=C2C(=NC=NC2=CC1)N1CCC2(CN(C2)C(=O)OC(C)(C)C)CC1 tert-butyl 7-(6-(5-((4-fluorophenyl) sulfonamido)-6-methoxypyridin-3-yl) quinazolin-4-yl)-2,7-diazaspiro[3.5]nonane-2-carboxylate